N-(3-((tert-butyldimethylsilyl)oxy)-4-(5-(methylsulfonyl)-1,3,4-oxadiazol-2-yl)bicyclo[2.2.2]octan-1-yl)-2-(4-chloro-3-fluorophenoxy)acetamide [Si](C)(C)(C(C)(C)C)OC1CC2(CCC1(CC2)C=2OC(=NN2)S(=O)(=O)C)NC(COC2=CC(=C(C=C2)Cl)F)=O